[N+](=O)([O-])C1=CC=C(C=C1)N1C2=CC=CC=C2C=2C=C(C=CC12)C(C(CCCCCC)=NO)=NO 1-[9-(4-nitrophenyl)carbazol-3-yl]-1,2-octanedione-1,2-dioxime